FC(C1(CC1)COC1=NN(C=C1)C(=O)OC(C)(C)C)F tert-butyl 3-((1-(difluoromethyl) cyclopropyl) methoxy)-1H-pyrazole-1-carboxylate